3-(2-chloro-3-(1,3-benzodioxan-5-yl)anilino)benzisoxazol ClC1=C(NC2=NOC3=C2C=CC=C3)C=CC=C1C1=CC=CC=3OCOCC31